NC1(CCN(CC1)C1=C(C=C(C(=C1)Cl)Cl)O)C 2-(4-amino-4-methylpiperidin-1-yl)-4,5-dichlorophenol